(5R)-N-[7-methoxy-4-(1-methyl-1H-pyrazol-4-yl)-1H-1,3-benzodiazol-2-yl]-2-oxa-7-azaspiro[4.4]nonane-7-carboxamide COC1=CC=C(C2=C1NC(=N2)NC(=O)N2C[C@]1(CCOC1)CC2)C=2C=NN(C2)C